1-{[2-(benzyloxy)ethyl]oxy}-4-bromo-2-[(2-methoxyethyl)oxy]benzene C(C1=CC=CC=C1)OCCOC1=C(C=C(C=C1)Br)OCCOC